ONC(/C=C/C=1C=C(C(=O)NC=2SC=CN2)C=CC1)=O (E)-3-(3-(hydroxyamino)-3-oxoprop-1-en-1-yl)-N-(thiazol-2-yl)benzamide